zirconium stearic acid C(CCCCCCCCCCCCCCCCC)(=O)O.[Zr]